C1(=CC(=CC=C1)N1C=CC=2C1=NC(=CC2)NC2=C(C=CC=C2C(C)C)C(C)C)C2=CC=CC=C2 1-([1,1'-biphenyl]-3-yl)-N-(2,6-diisopropylphenyl)-1H-pyrrolo[2,3-b]pyridin-6-amine